N1(CCCC1)C(=O)OC(C(C)C)C(CC)OC(=O)N1CCCC1 2-methylhexane-3,4-diyl bis(pyrrolidine-1-carboxylate)